N-(5-(5-methoxybenzo[d]oxazol-2-yl)-8-((methyl-d3)amino)-2,7-naphthyridin-3-yl)-2-methylcyclopropane-1-carboxamide COC=1C=CC2=C(N=C(O2)C2=C3C=C(N=CC3=C(N=C2)NC([2H])([2H])[2H])NC(=O)C2C(C2)C)C1